C(C)(C)OCC(=O)OC1=C2C(=CNC2=CC=C1)CCN(C)C 3-(2-(dimethylamino)ethyl)-1H-indol-4-yl 2-isopropoxyacetate